FC1=C(NC=2C3=C(N=CN2)C=CC(=N3)N3[C@@H]2CN([C@H](C3)C2)C(=O)OC(C)(C)C)C=CC(=C1F)OC1(CC1)C tert-butyl (1S,4S)-5-[4-[2,3-difluoro-4-(1-methylcyclopropoxy)anilino]pyrido[3,2-d]pyrimidin-6-yl]-2,5-diazabicyclo[2.2.1]heptane-2-carboxylate